3,5-bis(4-(1-methyl-4-(trifluoromethyl)-1H-imidazol-2-yl)phenyl)-1,2,4-oxadiazole CN1C(=NC(=C1)C(F)(F)F)C1=CC=C(C=C1)C1=NOC(=N1)C1=CC=C(C=C1)C=1N(C=C(N1)C(F)(F)F)C